N,N'-(2,2'-dimethyl-[1,1'-biphenyl]-3,3'-diyl)bis(5-(((R)-3-hydroxypyrrolidin-1-yl)methyl)-4-methylpicolinamide) CC1=C(C=CC=C1NC(C1=NC=C(C(=C1)C)CN1C[C@@H](CC1)O)=O)C1=C(C(=CC=C1)NC(C1=NC=C(C(=C1)C)CN1C[C@@H](CC1)O)=O)C